phenyl (3-chloro-5-ethyl-4-methylphenyl)carbamate ClC=1C=C(C=C(C1C)CC)NC(OC1=CC=CC=C1)=O